3-azido-1-(benzothiazol-2-yl)-1-(2,5-dichlorophenyl)but-3-en-1-ol N(=[N+]=[N-])C(CC(O)(C1=C(C=CC(=C1)Cl)Cl)C=1SC2=C(N1)C=CC=C2)=C